3,5-difluoro-2,6-dimethyl-4-methoxymethylbenzaldehyde FC=1C(=C(C=O)C(=C(C1COC)F)C)C